[1-(1-amino-1-p-tolylmethyl)-2-oxopropyl] phosphonate P(OC(C(C)=O)C(C1=CC=C(C=C1)C)N)([O-])=O